ethyl 3-amino-1-(2,2-dimethylpropyl)pyrazole-4-carboxylate NC1=NN(C=C1C(=O)OCC)CC(C)(C)C